FC1=CC=CC2=C1N=C(O2)[C@H]2N(CCC1=C2N=CN1)C(=O)C1=C(N=C(O1)C(C)(C)O)C(F)(F)F (S)-(4-(4-fluorobenzo[d]oxazol-2-yl)-6,7-dihydro-1H-imidazo[4,5-c]pyridin-5(4H)-yl)(2-(2-hydroxypropan-2-yl)-4-(trifluoromethyl)oxazol-5-yl)methanone